C(C)C=1C=CC(=C(C1)S(=O)(=O)NC1=NOC2=C1C=C(C=C2)OC)OC 5-Ethyl-2-methoxy-N-(5-methoxybenzo[d]isoxazol-3-yl)benzenesulfonamide